C(C)(C)N(CCCCC(CCCCCCCCO)(CCCCCCCCO)O)C(C)C 9-(4-(diisopropylamino)butyl)heptadecane-1,9,17-triol